Ethyl 1-[(2-chlorophenyl)methyl]-5-[2-(propan-2-yloxy)-1,3-oxazol-5-yl]-1H-pyrazole-3-carboxylate ClC1=C(C=CC=C1)CN1N=C(C=C1C1=CN=C(O1)OC(C)C)C(=O)OCC